C(S(=O)(=O)OC1=C(C=CC=C1)F)S(=O)(=O)OC1=C(C=CC=C1)F bis(fluorophenyl) methanedisulfonate